(5S,8R)-N-(4-chlorophenyl)-6,7,8,9-tetrahydro-5H-5,8-epiminocyclohepta[d]pyrimidine-10-carboxamide ClC1=CC=C(C=C1)NC(=O)N1[C@H]2CC[C@@H]1CC=1N=CN=CC12